2-{[(1S)-1-{4-[(4-propenoylpiperazin-1-yl)carbonyl]phenyl}ethyl]amino}-8-ethylpyrido[2,3-d]pyrimidin-7(8H)-one C(C=C)(=O)N1CCN(CC1)C(=O)C1=CC=C(C=C1)[C@H](C)NC=1N=CC2=C(N1)N(C(C=C2)=O)CC